N-(5-chloro-4-(1-methyl-1H-indol-3-yl)pyrimidin-2-yl)-1-(2-(dimethylamino)ethyl)-2-methyl-1H-benzo[d]imidazol-5-amine ClC=1C(=NC(=NC1)NC1=CC2=C(N(C(=N2)C)CCN(C)C)C=C1)C1=CN(C2=CC=CC=C12)C